N-(benzylaminosulfanyl)urethane C(C1=CC=CC=C1)NSNC(=O)OCC